tert-butyl 8-((4-cyano-2-fluorobenzyl) oxy)-3,4-dihydroisoquinoline-2(1H)-carboxylate C(#N)C1=CC(=C(COC=2C=CC=C3CCN(CC23)C(=O)OC(C)(C)C)C=C1)F